1-((1R,3r,5S)-3-((8-((3-methyl-4-((1-methyl-1H-benzo[d]imidazol-5-yl)oxy)phenyl)amino)pyrimido[5,4-d]pyrimidin-2-yl)oxy)-8-azabicyclo[3.2.1]octan-8-yl)prop-2-en-1-one CC=1C=C(C=CC1OC1=CC2=C(N(C=N2)C)C=C1)NC1=NC=NC2=C1N=C(N=C2)OC2C[C@H]1CC[C@@H](C2)N1C(C=C)=O